(2-butyl-3-benzofuranyl)[4-[2-(diethylamino)-ethoxy]-3,5-diiodophenyl]methanone hydrochloride Cl.C(CCC)C=1OC2=C(C1C(=O)C1=CC(=C(C(=C1)I)OCCN(CC)CC)I)C=CC=C2